salicylic acid-chloride C(C=1C(O)=CC=CC1)(=O)Cl